C(\C=C\C1=CC=C(C=C1)O)(=O)O.C(\C=C\C1=CC=C(C=C1)O)(=O)O p-coumaric acid (p-coumarate)